3-cyclopentylaminopropane-1-sulfonic acid C1(CCCC1)NCCCS(=O)(=O)O